(3S,8R,9aS)-8-(2,3-dichloro-6-hydroxyphenyl)-3-(hydroxymethyl)-hexahydro-1H-pyrido[2,1-c][1,4]oxazin-4-one ClC1=C(C(=CC=C1Cl)O)[C@H]1C[C@H]2CO[C@H](C(N2CC1)=O)CO